tert-butyl-(3s,4r)-3-(5-bromo-6-methoxy-2H-indazol-2-yl)-4-fluoropyrrolidine-1-carboxylic acid C(C)(C)(C)C1N(C[C@H]([C@H]1N1N=C2C=C(C(=CC2=C1)Br)OC)F)C(=O)O